trihexyltetradecylphosphonium chloride [Cl-].C(CCCCC)[P+](CCCCCCCCCCCCCC)(CCCCCC)CCCCCC